CC(C)OC1=C2C=CC=NC2=C(C=C1)S(=O)(=O)NC1=C(C=CC=C1)C#CC1=CN=C(C2=CC=CC=C12)C(=O)O 4-(2-{2-[5-(propan-2-yloxy)quinoline-8-sulfonamido]phenyl}ethynyl)isoquinoline-1-carboxylic acid